(S)-N-(1-(3-methoxyphenyl)-1,4,5,7-tetrahydropyrano[3,4-c]pyrazol-4-yl)-5,6,7,8-tetrahydroimidazo[1,5-a]pyridine-1-carboxamide COC=1C=C(C=CC1)N1N=CC2=C1COC[C@H]2NC(=O)C=2N=CN1C2CCCC1